ClC1=[N+](C=CC(=C1)C=C1SC2=C(N1C)C=CC=C2)C 2-chloro-1-methyl-4-((3-methylbenzo[d]thiazol-2(3H)-ylidene)methyl)pyridin-1-ium